N1(CCC1)C1=CC(=C(C=N1)CN1N=CC(=C1)NC(=O)C1=NC(=CN=C1)C1=C(C(=CC=C1C(F)F)Cl)F)C(N)=O N-(1-((6-(Azetidin-1-yl)-4-carbamoylpyridin-3-yl)methyl)-1H-pyrazol-4-yl)-6-(3-chloro-6-(difluoromethyl)-2-fluorophenyl)pyrazine-2-carboxamide